5-((1S,4S)-5-isobutyl-2,5-diazabicyclo[2.2.1]heptan-2-yl)-2-(5-(8-methoxy-[1,2,4]triazolo[1,5-a]pyridin-6-yl)-4-(2,2,2-trifluoroethyl)-1H-pyrazol-3-yl)-4-methylthiazole C(C(C)C)N1[C@@H]2CN([C@H](C1)C2)C2=C(N=C(S2)C2=NNC(=C2CC(F)(F)F)C=2C=C(C=1N(C2)N=CN1)OC)C